CCCC\C=C/CCCCCCCCCC (Z)-5-hexadecene